(2S)-2-({2-[(tert-butoxy)carbonyl]-2,8-diazaspiro[4.5]decan-8-yl}carbonyl-(methyl)amino)-3-methylbutanoic acid C(C)(C)(C)OC(=O)N1CC2(CC1)CCN(CC2)C(=O)N([C@H](C(=O)O)C(C)C)C